(S)-7-methyl-2-(1H-pyrazol-4-yl)-4,5,7,8-tetrahydro-3H-1-thia-5a,8-diazabenzo[cd]azulen-9(6H)-one C[C@H]1CN2C=3C(=C(SC3C(N1)=O)C=1C=NNC1)CCC2